5,6-difluoronaphthalene FC1=C2C=CC=CC2=CC=C1F